8-Cyclopentyl-N-(3-fluoro-5-((4-fluorophenyl)amino)benzyl)-7H-purine-6-carboxamide C1(CCCC1)C1=NC2=NC=NC(=C2N1)C(=O)NCC1=CC(=CC(=C1)NC1=CC=C(C=C1)F)F